2-(3-(2-(2-aminoethoxy)ethoxy)propanamido)-6-chloro-N-(5-methylpyridin-2-yl)benzamide NCCOCCOCCC(=O)NC1=C(C(=O)NC2=NC=C(C=C2)C)C(=CC=C1)Cl